C([C@@H](C(=O)N[C@@H](CO)C(=O)O)N)C(=O)O The molecule is a dipeptide composed of L-aspartic acid and L-serine joined by a peptide linkage. It has a role as a metabolite. It derives from a L-aspartic acid and a L-serine.